tert-butyl (3-((1-oxo-6-(quinolin-8-ylthio)phthalazin-2(1H)-yl)methyl)phenyl)carbamate O=C1N(N=CC2=CC(=CC=C12)SC=1C=CC=C2C=CC=NC12)CC=1C=C(C=CC1)NC(OC(C)(C)C)=O